ClC1=CN=C2N1C=CC(=C2)OC2=C(C=C(C=C2)[N+](=O)[O-])C 3-chloro-7-(2-methyl-4-nitrophenoxy)imidazo[1,2-a]pyridine